F\C(=C/F)\C1=C(C(=C1F)F)C(F)(F)F (Z)-1-(1,2-difluorovinyl)-3,4-difluoro-2-(trifluoromethyl)cyclobuta-1,3-diene